C(C)(C)(C)[S@@](=O)\N=C(/C)\C=1C(=C(C=CC1)C(C(=O)OCC)(F)F)F ethyl (R,E)-2-(3-(1-((tert-butylsulfinyl) imino) ethyl)-2-fluorophenyl)-2,2-difluoroacetate